C(C)(C)(C)[C@H]1OC([C@@H](N1C(=O)OCC1=CC=CC=C1)CCC1=CC=CC=C1)=O Benzyl (2R,4S)-2-(tert-butyl)-5-oxo-4-phenethyloxazolidine-3-carboxylate